Cl[Ti](C1C=CC=C1)(Cl)Cl trichloro(cyclopentadienyl)titanium(IV)